(1-(4-(5-((3S,4S)-4-amino-3-methyl-2-oxa-8-azaspiro[4.5]decan-8-yl)pyrazin-2-ylsulfanyl)-3-chloropyridin-2-yl)piperidin-4-yl)methanol N[C@@H]1[C@@H](OCC12CCN(CC2)C=2N=CC(=NC2)SC2=C(C(=NC=C2)N2CCC(CC2)CO)Cl)C